4'-trifluoromethoxy-[1,1'-biphenyl] FC(OC1=CC=C(C=C1)C1=CC=CC=C1)(F)F